tri(cyanoethyl) borate B(OCCC#N)(OCCC#N)OCCC#N